(R)-1-(2,2-difluoro-1-(4-fluorophenyl)propyl)-4-iodo-1H-pyrazole FC([C@@H](C1=CC=C(C=C1)F)N1N=CC(=C1)I)(C)F